sodium ferric phosphate sulfate S(=O)(=O)([O-])[O-].P(=O)([O-])([O-])O.[Fe+3].[Na+]